Butyl-3-methoxy-3-(2,3,6,7-tetrahydrobenzo[1,2-b:4,5-b']difuran-4-yl)-azetidine-1-carboxylate C(CCC)OC(=O)N1CC(C1)(C1=C2C(OCC2)=CC2=C1OCC2)OC